ClC=1C=CC(=C(C1)O)C=1C=2N(C(=NN1)N[C@H]1CN(CCC1)C(C)C)C=CC2 5-chloro-2-(4-{[(3R)-1-(propan-2-yl)piperidin-3-yl]amino}pyrrolo[1,2-d][1,2,4]triazin-1-yl)phenol